NCCC=1C=C(C=CC1Br)O 3-(2-aminoethyl)-4-bromo-phenol